Pyrimidinetrion N=1C(NC(C(C1)=O)=O)=O